2,2,4-trimethylpiperazine-1-carboxylate CC1(N(CCN(C1)C)C(=O)[O-])C